ClC1=NC=CC(=C1)N1CC2=C(CC1)N(N=C2C)CC21CCC(CC2)(CC1)NC(OC(C)(C)C)=O tert-butyl (4-((5-(2-chloropyridin-4-yl)-3-methyl-4,5,6,7-tetrahydro-1H-pyrazolo[4,3-c]pyridin-1-yl)methyl)bicyclo[2.2.2]octan-1-yl)carbamate